5'-fluoro-[2,3'-bipyridin]-6'-ol FC=1C=C(C=NC1O)C1=NC=CC=C1